FC(S(=O)(=O)OC1=C(C=C(C=C1)C1=CC=CC=C1)C1=C(C=CC2=CC=CC=C12)N(C)C)(F)F (-)-3-(2-(Dimethylamino)naphthalen-1-yl)-[1,1'-biphenyl]-4-yl trifluoromethanesulfonat